2,3-di-t-butyl-hydroquinone C(C)(C)(C)C1=C(O)C=CC(=C1C(C)(C)C)O